C(C=C)C1=CC(=C(C=C1)C=CCC/C=C/C(=O)NC1=CC(=C(C=C1)CO[Si](C)(C)C(C)(C)C)F)OC (E)-7-(4-allyl-2-methoxyphenyl)-N-(4-(((tert-butyldimethylsilyl)oxy)methyl)-3-fluorophenyl)hept-2-en-6-enamide